tert-butyl (4-formylcyclohexyl)carbamate C(=O)C1CCC(CC1)NC(OC(C)(C)C)=O